C(C)(C)(CC)S(=O)(=O)O t-pentylsulfonic acid